Cl.CNC=1C(=NC=CC1)NC1=NC(=NS1)C=1C=C2C(=CN1)N(CC2)C N3-methyl-N2-(3-(1-methyl-2,3-dihydro-1H-pyrrolo[2,3-c]pyridin-5-yl)-1,2,4-thiadiazol-5-yl)pyridine-2,3-diamine hydrochloride